N1N=NN=C1.NC(CC)C(CCC)P(CCCC)CCCC 1-aminopropyltributylphosphine triazazole salt